C[C@@H]1CCCC(N1)=O (R)-6-methylpiperidin-2-one